(but-2-yn-1-yl)-4-methylmorpholin-3-one C(C#CC)C1C(N(CCO1)C)=O